4-[cyclopropyl-[4-(5,6,7,8-tetrahydro-1,8-naphthyridin-2-yl)butyl]amino]-2-[(1-methylindazole-4-carbonyl)amino]butanoic acid C1(CC1)N(CCC(C(=O)O)NC(=O)C=1C=2C=NN(C2C=CC1)C)CCCCC1=NC=2NCCCC2C=C1